C(C)(C)C1=C(C=CC=C1)[C@H]1N(CCC1)C(=O)OC(C)(C)C (S)-tert-butyl 2-(2-isopropylphenyl)pyrrolidine-1-carboxylate